C(C)C(C=C)(CCC=C(C)CC)O 3,7-diethylocta-1,6-dien-3-ol